[N+](=O)([O-])CC1N(CCC2=CC=CC=C12)C1=CC=CC=C1 1-(nitromethyl)-2-phenyl-1,2,3,4-tetrahydroisoquinoline